barium molybdenum disulfide barium [Ba].[Mo](=S)=S.[Ba]